C1(=CC=CC=C1)C1=C2C(=C(C(=C(C2=C(C=2C(=C(C(=C(C12)[2H])[2H])[2H])[2H])[2H])[2H])[2H])[2H])C1=CC=CC2=CC=CC=C12 phenyl-(naphthyl)anthracene-d8